2,4,6-Trifluorobenzaldehyde FC1=C(C=O)C(=CC(=C1)F)F